FC=1C=C(C=CC1C1=NC=2C=CNC(C2C(=C1)NC1=NC=C(C=C1)N1CC([C@H](CC1)O)(C)C)=O)NC(=O)C1CCCCC1 (S)-N-(3-fluoro-4-(4-((5-(4-hydroxy-3,3-dimethyl-piperidin-1-yl)pyridin-2-yl)amino)-5-oxo-5,6-dihydro-1,6-naphthyridin-2-yl)phenyl)cyclohexane-carboxamide